N-oleoyldopa C(CCCCCCC\C=C/CCCCCCCC)(=O)N[C@H](C(=O)O)CC1=CC=C(O)C(O)=C1